NC1=NC=NN2C1=CC=C2[C@H]2[C@@H]([C@@H]([C@@](O2)(C#N)CO[Si](C)(C)C(C)(C)C)O)O (2r,3s,4r,5s)-5-(4-aminopyrrolo[2,1-f][1,2,4]triazin-7-yl)-2-(((tert-butyldimethylsilyl)oxy)methyl)-3,4-dihydroxytetrahydrofuran-2-carbonitrile